FC=1C=CC(=NC1)C1=NN2C(COCC(C2)(C)OC)=C1C1=C2C(=NC=C1)NN=C2 2-(5-fluoropyridin-2-yl)-7-methoxy-7-methyl-3-(1H-pyrazolo[3,4-b]pyridin-4-yl)-7,8-dihydro-4H,6H-pyrazolo[5,1-c][1,4]oxaazepine